5-[(4R,11aS)-9-[(4aR,7aR)-3,4,4a,5,7,7a-hexahydro-2H-pyrrolo[3,4-b][1,4]oxazin-6-yl]-4-methyl-1,3,4,6,11,11a-hexahydropyrazino[1,2-b]isoquinolin-2-yl]quinoline-8-carbonitrile O1[C@H]2[C@H](NCC1)CN(C2)C2=CC=1C[C@@H]3N(CC1C=C2)[C@@H](CN(C3)C3=C2C=CC=NC2=C(C=C3)C#N)C